N1(CCNCC1)C1CC2(CN(C2)C(=O)OCC)CC1 ethyl 6-piperazin-1-yl-2-azaspiro[3.4]octane-2-carboxylate